O1C(CCCC1)OC1CC(NC1)C(=O)O 4-((tetrahydro-2H-pyran-2-yl)oxy)pyrrolidine-2-carboxylic acid